C(C)OC1=CC=C(C=N1)C1=CN=CC(=N1)C(=O)NO[C@@H](C([2H])([2H])[2H])C1=C(C=CC(=C1)OC)F (S)-6-(6-ethoxypyridin-3-yl)-N-(1-(2-fluoro-5-methoxyphenyl)ethoxy-2,2,2-d3)pyrazine-2-carboxamide